C(C1=CC=CC=C1)OC=1C(=C2C=C(C=NC2=CC1)Br)CCCCN 4-(6-(Benzyloxy)-3-bromoquinolin-5-yl)butan-1-amine